C(C)(C)(C)OC(=O)N1C(CC(CC1)C)C(C)N (1-aminoethyl)-4-methylpiperidine-1-carboxylic acid tert-butyl ester